[N+](=O)([O-])C1=CC=C(C(=O)Cl)C=C1 4-Nitrobenzoyl chloride